(R)-6-bromo-N4-(1-(3-nitro-5-(trifluoromethyl)phenyl)ethyl)pyrido[2,3-d]pyrimidine-4,7-diamine BrC1=CC2=C(N=CN=C2N[C@H](C)C2=CC(=CC(=C2)C(F)(F)F)[N+](=O)[O-])N=C1N